CC1(OCCC(O1)C1=C(C(=O)N2[C@@H](CSCC2)COC2=C(C=O)C(=CC=C2)O)C=CC=C1)C 2-[[(3R)-4-[2-(2,2-dimethyl-1,3-dioxan-4-yl)benzoyl]thiomorpholin-3-yl]methoxy]-6-hydroxybenzaldehyde